OC1=C(C(=CC=C1)O)[C@H]1[C@@H](CCC(=C1)C([2H])([2H])[2H])C(=C([2H])[2H])C([2H])([2H])[2H] (1'R,2'R)-2,6-dihydroxy-5'-(methyl-d3)-2'-(prop-1-en-2-yl-d5)-1',2',3',4'-tetrahydro-[1,1'-biphenyl]